N-((1r,4r)-4-(4-(cyclopropylmethyl)piperazin-1-yl)cyclohexyl)-7',8'-dihydro-6'H-spiro[cyclohexane-1,9'-pyrazino[1',2':1,5]pyrrolo[2,3-d]pyrimidin]-2'-amine C1(CC1)CN1CCN(CC1)C1CCC(CC1)NC=1N=CC2=C(N1)N1C(=C2)CNCC12CCCCC2